O=C1NC(CCC1C1=NN(C2=CC(=CC=C12)CN1CCC2(CCN(CC2)C(=O)OC(C)(C)C)CC1)C)=O tert-butyl 9-((3-(2,6-dioxopiperidin-3-yl)-1-methyl-1H-indazol-6-yl) methyl)-3,9-diazaspiro[5.5]undecane-3-carboxylate